5-((1r,3r,5s)-8-azabicyclo[3.2.1]oct-3-yl)-3-(2-(3,4-dimethoxyphenyl)-3-ethyl-1H-indol-5-yl)-1,2,4-oxadiazole [C@H]12CC(C[C@H](CC1)N2)C2=NC(=NO2)C=2C=C1C(=C(NC1=CC2)C2=CC(=C(C=C2)OC)OC)CC